1-(3,5-difluoropyridin-2-yl)-5-(trifluoromethyl)-1H-pyrazole-4-carboxylic acid FC=1C(=NC=C(C1)F)N1N=CC(=C1C(F)(F)F)C(=O)O